(R)-2-methylpiperidine C[C@H]1NCCCC1